3-((4-(3-(6-(benzyloxy)pyridin-3-yl)phenyl)-5-fluoropyrimidin-2-yl)amino)cyclohexane-1-carboxamide C(C1=CC=CC=C1)OC1=CC=C(C=N1)C=1C=C(C=CC1)C1=NC(=NC=C1F)NC1CC(CCC1)C(=O)N